4-((R)-3-methylmorpholino)-6-((R)-2-(trifluoromethyl)piperidin-1-yl)pyridin-2(1H)-one C[C@@H]1COCCN1C1=CC(NC(=C1)N1[C@H](CCCC1)C(F)(F)F)=O